BrC1=CC(=C(S1)C=1SC(=CC1SC)Br)SC 5,5'-dibromo-3,3'-bis(methylthio)-2,2'-bithiophene